2-amino-6-[2-(cyclopropylmethoxy)-6-hydroxyphenyl]-4-piperidin-4-yl-nicotinonitrile NC1=C(C#N)C(=CC(=N1)C1=C(C=CC=C1O)OCC1CC1)C1CCNCC1